COC1=NC=C(C2=C1N=C(S2)NC(C2=CC=C(C=C2)C2=NN=NN2)=O)C2=CC=CC=C2 N-{4-methoxy-7-phenyl-[1,3]thiazolo[4,5-c]pyridin-2-yl}-4-(1H-1,2,3,4-tetrazol-5-yl)benzamide